2-(azidomethyl-d2)imidazo[1,2-a]Pyridine N(=[N+]=[N-])C(C=1N=C2N(C=CC=C2)C1)([2H])[2H]